N-(5-(2-hydroxy-4-oxo-3-propyl-3,4-dihydropyrido[2,3-d]pyrimidin-6-yl)pyridin-2-yl)pentanamide OC=1N(C(C2=C(N1)N=CC(=C2)C=2C=CC(=NC2)NC(CCCC)=O)=O)CCC